2-(5-methoxy-1H-indazol-3-yl)-N,N-dimethylethan-1-amine bis-hydrochloride Cl.Cl.COC=1C=C2C(=NNC2=CC1)CCN(C)C